Barium permanganat [Mn](=O)(=O)(=O)[O-].[Ba+2].[Mn](=O)(=O)(=O)[O-]